C(C1=CC=CC=C1)OC(NC=1N=CC2=C(N=C(C=C2C1)Cl)Cl)=O 6,8-dichloro-2,7-naphthyridin-3-ylcarbamic acid benzyl ester